C(C)NN(C(=O)O[C@H]1C[C@H](CC1)C1=CC(=NN1)NC(COC1=C(C(=CC(=C1)OC)O)C=O)=O)C N-{5-[(1S,3R)-3-[(N'-ethyl-N-methylhydrazinecarbonyl)oxy]cyclopentyl]-1H-pyrazol-3-yl}-2-(2-formyl-3-hydroxy-5-methoxyphenoxy)acetamide